Potassium O-tert-butyl carbonodithioate C(OC(C)(C)C)(=S)[S-].[K+]